3-O-hydroxyisobutyl-2-O-(1-phenyl-2-hydroxyethyl)ascorbic acid OOC1=C(C(=O)O[C@@]1([C@@H](O)CO)CC(C)C)OC(CO)C1=CC=CC=C1